2-(1-((1r,4r)-4-(cyanomethyl)cyclohexyl)-6-(benzenesulfonyl)-1,6-dihydroimidazo[4,5-d]Pyrrolo[2,3-b]Pyridin-2-yl)-N-(2-hydroxy-2-methylpropyl)acetamide C(#N)CC1CCC(CC1)N1C(=NC=2C1=C1C(=NC2)N(C=C1)S(=O)(=O)C1=CC=CC=C1)CC(=O)NCC(C)(C)O